1-((3S,5R)-1-acryloyl-5-(methoxymethyl)pyrrolidin-3-yl)-5-amino-3-(((R)-7-chloro-1-ethyl-2,3-dihydro-1H-benzo[d]pyrrolo[1,2-a]imidazol-6-yl)ethynyl)-1H-pyrazole-4-carboxamide C(C=C)(=O)N1C[C@H](C[C@@H]1COC)N1N=C(C(=C1N)C(=O)N)C#CC=1C(=CC2=C(N=C3N2[C@@H](CC3)CC)C1)Cl